N-(5-((3-fluoro-5-((5-fluoropyrimidin-2-yl)methyl)piperidin-1-yl)methyl)thiazol-2-yl)acetamide FC1CN(CC(C1)CC1=NC=C(C=N1)F)CC1=CN=C(S1)NC(C)=O